C1C(CC12CCC2)CO spiro[3.3]hept-2-ylmethanol